8-(3-cyanopiperazin-1-yl)-3-(5-(difluoromethyl)-1,3,4-thiadiazol-2-yl)-N-(1-methylcyclopropyl)imidazo[1,5-a]pyridine-6-sulfonamide C(#N)C1CN(CCN1)C=1C=2N(C=C(C1)S(=O)(=O)NC1(CC1)C)C(=NC2)C=2SC(=NN2)C(F)F